C(C1=CC=CC=C1)OC(CC=O)(C)C 3-(benzyloxy)-3-methylbutanal